tert-butyl (2R,3S,4S)-4-[(tert-butoxycarbonyl)oxy]-3-{[2-(3-chloro-4-fluorophenyl) acetyl]oxy}-2-[(4-methoxyphenyl)methyl]pyrrolidine-1-carboxylate C(C)(C)(C)OC(=O)O[C@@H]1[C@H]([C@H](N(C1)C(=O)OC(C)(C)C)CC1=CC=C(C=C1)OC)OC(CC1=CC(=C(C=C1)F)Cl)=O